tert-butyl 4-(2-(3,4-dimethoxyphenyl)-4-oxo-4H-pyrazino[1,2-a]pyrimidin-7-yl)-5,6-dihydropyridine-1(2H)-carboxylate COC=1C=C(C=CC1OC)C=1N=C2N(C(C1)=O)C=C(N=C2)C2=CCN(CC2)C(=O)OC(C)(C)C